CCCCCCCCCCCCCCCCCC(=O)NCNC(=O)CCCCCCCCCCCCCCCCC methylenedistearamide